5-((3-Aminopyrazin-2-yl)amino)-6-(4-methoxyphenyl)-2,3-diphenylpyrazolo[1,5-a]pyrimidin-7(4H)-one NC=1C(=NC=CN1)NC=1NC=2N(C(C1C1=CC=C(C=C1)OC)=O)N=C(C2C2=CC=CC=C2)C2=CC=CC=C2